C(#N)C(C)C=1N=C(NC1)C1=CC=CC=C1 1-Cyanoethyl-2-phenylimidazole